3-(2-(1-(ethylthio)ethoxy)-2,2-diphenylacetoxy)spiro[bicyclo[3.2.1]octane-8,1'-pyrrolidin]-8-ium trifluoroacetate FC(C(=O)[O-])(F)F.C(C)SC(C)OC(C(=O)OC1CC2CCC(C1)[N+]21CCCC1)(C1=CC=CC=C1)C1=CC=CC=C1